Ethyl 2-cyano-3,3-diphenylacrylate C(#N)C(C(=O)OCC)=C(C1=CC=CC=C1)C1=CC=CC=C1